methyl indolizine-2-carboxylate C=1C(=CN2C=CC=CC12)C(=O)OC